tert-butyl (((cis)-3-aminocyclobutyl)methyl)carbamate N[C@H]1C[C@H](C1)CNC(OC(C)(C)C)=O